1,2-bis(chloroethylmethylsilyl)ethane ClCC[SiH](CC[SiH](C)CCCl)C